CC1(C(C1C)C)C dimethyl-2,3-dimethylcyclopropane